1,1'-spirobiindan-3,3'-dione C12(CC(C3=CC=CC=C13)=O)CC(C1=CC=CC=C12)=O